NC1=C(C(=O)NC23CC4(CC(CC(C2)C4)C3)O)C=C(C=N1)Br 2-amino-5-bromo-N-((1r,3r)-3-hydroxyadamantan-1-yl)nicotinamide